4-benzoylbenzyl-trimethyl-ammonium chloride [Cl-].C(C1=CC=CC=C1)(=O)C1=CC=C(C[N+](C)(C)C)C=C1